O1C(=NC=C1)CC(C(N[C@@H](CCCC1=CC=CC=C1)B1O[C@@]2([C@H](O1)C[C@H]1C([C@@H]2C1)(C)C)C)=O)NC(OC(C)(C)C)=O tert-butyl (3-(oxazol-2-yl)-1-oxo-1-(((R)-4-phenyl-1-((3aS,4S,6S,7aR)-3a,5,5-trimethylhexahydro-4,6-methanobenzo[d][1,3,2]dioxaborol-2-yl)butyl)amino)propan-2-yl)carbamate